ClC1=C(C=C2C(C(=CN(C2=N1)C=1SC(=CN1)F)C(=O)O)=O)F 7-chloro-6-fluoro-1-(5-fluoro-1,3-thiazol-2-yl)-4-oxo-1,4-dihydro-1,8-naphthyridine-3-carboxylic acid